FC(S(=O)(=O)OC1=C[C@H](N(C1)C(=O)OC(C)(C)C)C(=O)OC)(F)F 1-(tert-butyl) 2-methyl (S)-4-(((trifluoromethyl) sulfonyl) oxy)-2,5-dihydro-1H-pyrrole-1,2-dicarboxylate